2,4-divinylthioxanthone C(=C)C1=CC=2C(C3=CC=CC=C3SC2C(=C1)C=C)=O